2'-{[2-fluoro-3-(methylaminosulfonylamino)phenyl]methyl}-6'-(3-pyridazinyloxy)-2'H,3'H-4'-oxa-2',8'-diazaspiro[cyclopropane-1,1'-naphthalen]-3'-one FC1=C(C=CC=C1NS(=O)(=O)NC)CN1C2(C3=NC=C(C=C3OC1=O)OC=1N=NC=CC1)CC2